4-[3-(5-cyclopropylpyrazin-2-yl)-N-(2,2-difluoroethyl)-5-fluoro-anilino]-5-fluoro-1H-quinazolin-2-one C1(CC1)C=1N=CC(=NC1)C=1C=C(N(CC(F)F)C2=NC(NC3=CC=CC(=C23)F)=O)C=C(C1)F